NC1=C(C=C(N=N1)C1=C(C=CC=C1)O)N1C[C@@H](OCC1)C1=CC=C(C=C1)N1CCC(CC1)C(OC)OC (S)-2-(6-amino-5-(2-(4-(4-(dimethoxymethyl)piperidin-1-yl)phenyl)morpholino)pyridazin-3-yl)phenol